2-((6-fluorobenzo[d]-oxazol-2-yl)amino)-N-(2-methoxyethyl)-1-methyl-1H-benzo[d]-imidazole-5-carboxamide FC1=CC2=C(N=C(O2)NC2=NC3=C(N2C)C=CC(=C3)C(=O)NCCOC)C=C1